tert-butyl (S)-4-(1-((7-fluoro-2-methylimidazo[1,2-a]pyridin-6-yl)carbamoyl)-2,3-dihydro-1H-pyrrolo[2,3-b]pyridin-4-yl)-2-isopropylpiperazine-1-carboxylate FC1=CC=2N(C=C1NC(=O)N1CCC=3C1=NC=CC3N3C[C@@H](N(CC3)C(=O)OC(C)(C)C)C(C)C)C=C(N2)C